C1(CC1)C1=NC(=NC=C1O[C@@H]1C[C@H](CCC1)C(=O)[O-])C=1N=NN(C1COC1OCCCC1)C (1S,3S)-3-((4-cyclopropyl-2-(1-methyl-5-(((tetrahydro-2H-pyran-2-yl)oxy)methyl)-1H-1,2,3-triazol-4-yl)pyrimidin-5-yl)oxy)cyclohexane-1-carboxylate